CC1CN(CCN1C)C=1C=CC(=C(C(=O)N[C@H](C)C2=CC=CC3=CC=CC=C23)C1)C 5-(3,4-Dimethylpiperazin-1-yl)-2-methyl-N-[(1R)-1-(1-naphthyl)ethyl]benzamide